2-[4-(1-methylethyl)phenyl]pyridine CC(C)C1=CC=C(C=C1)C1=NC=CC=C1